O=C1NC(CCC1N1C(C=2C=C(C=C(C2C1)C(=O)O)C)=O)=O 2-(2,6-dioxopiperidin-3-yl)-6-methyl-1-oxoisoindoline-4-carboxylic acid